C1(CCCCC1)CC(CC(=O)NC1=CC=CC=C1)CC 3-(cyclohexylmethyl)-N-phenylpentanamide